FC=1C(=C(C=CC1)C=1C=C2C(=NN1)NC(C1(N2CCN(C1)C(=O)OC(C)(C)C)C)=O)O tert-butyl 2-(3-fluoro-2-hydroxyphenyl)-6a-methyl-6-oxo-5,6,6a,7,9,10-hexahydro-8H-pyrazino[1',2':4,5]pyrazino[2,3-c]pyridazine-8-carboxylate